2-((1-(3-ethoxyphenyl)-5-isobutyl-1H-pyrazol-3-yl)amino)-5-(thiophen-2-yl)nicotinic acid C(C)OC=1C=C(C=CC1)N1N=C(C=C1CC(C)C)NC1=C(C(=O)O)C=C(C=N1)C=1SC=CC1